COC1=NC=C(C(=N1)OC)C=1C=C(C=2N(N1)C=CN2)[C@@H]2[C@H](C2)C2=NC=CC(=C2)C2=C(C=CC=C2)C(F)(F)F 6-(2,4-dimethoxypyrimidin-5-yl)-8-((1S,2S)-2-(4-(2-(trifluoromethyl)phenyl)pyridin-2-yl)cyclopropyl)imidazo[1,2-b]pyridazine